((Z)-oct-5-en-1-yloxy) butyrate C(CCC)(=O)OOCCCC\C=C/CC